C(C)O[C@]1(C2=CC=C3[C@]4(CC[C@]5(CC[C@](C[C@H]5[C@@]4(CC[C@]3(C2=CC(C1=O)=O)C)C)(C(=O)O)C)C)C)C (2R,4aS,6aS,9S,12bR,14aS,14bR)-9-ethoxy-2,4a,6a,9,12b,14a-hexamethyl-10,11-dioxo-1,2,3,4,4a,5,6,6a,9,10,11,12b,13,14,14a,14b-hexadecahydropicene-2-carboxylic acid